ethynyl[tri(prop-2-yl)]silane C(#C)[Si](C(C)C)(C(C)C)C(C)C